Ethyl (E)-3-(3-fluoro-4-methoxyphenyl)acrylate FC=1C=C(C=CC1OC)/C=C/C(=O)OCC